4-(hydroxymethyl)-1,3-dioxan-2-one OCC1OC(OCC1)=O